methyl 5-(5-cyclopropyl-2-(4-fluoro-2-methylphenoxy)-4-(trifluoromethyl) benzamido)-2-fluorobenzoate C1(CC1)C=1C(=CC(=C(C(=O)NC=2C=CC(=C(C(=O)OC)C2)F)C1)OC1=C(C=C(C=C1)F)C)C(F)(F)F